(R)-5-{4-[(S)-3-(3,5-dimethylpyridin-2-ylamino)pyrrolidine-1-carbonyl]phenyl}-5-ethylimidazolidine-2,4-dione CC=1C(=NC=C(C1)C)N[C@@H]1CN(CC1)C(=O)C1=CC=C(C=C1)[C@@]1(C(NC(N1)=O)=O)CC